N2-(3,3-difluorocyclobutyl)-N4-(3,5-difluorophenyl)-6-(4-(trifluoromethyl)thiazol-2-yl)-1,3,5-triazine-2,4-diamine FC1(CC(C1)NC1=NC(=NC(=N1)NC1=CC(=CC(=C1)F)F)C=1SC=C(N1)C(F)(F)F)F